ClC1=NC(=C2C(=N1)N(N=C2)[C@H]2[C@@H]([C@@H]([C@H](O2)COC(CCC(=O)O)(COC)P(=O)(O)O)O)O)NC2CCCC2 4-(((2R,3S,4R,5R)-5-(6-Chloro-4-(cyclopentylamino)-1H-pyrazolo[3,4-d]pyrimidin-1-yl)-3,4-dihydroxytetrahydrofuran-2-yl)methoxyl)-5-methoxy-4-phosphonopentanoic acid